6-(3-chlorophenyl)-morpholine-3-one ClC=1C=C(C=CC1)C1OCC(NC1)=O